COC1=C(C=CC(=C1)N1CCN(CC1)C)NC1=NC=CC(=N1)NC=1C=NC2=CC(=CC=C2C1)OC 2-[2-methoxy-4-(4-methyl-1-piperazinyl)phenylamino]-4-(7-methoxy-3-quinolylamino)pyrimidine